[Si](C)(C)(C(C)(C)C)OC1CCC2=CC(=CC(=C12)C(=C)C=1N=CN(C1)C(C1=CC=CC=C1)(C1=CC=CC=C1)C1=CC=CC=C1)Cl 4-[1-[3-[(tert-butyldimethylsilyl)oxy]-6-chloro-2,3-dihydro-1H-inden-4-yl]vinyl]-1-(triphenylmethyl)imidazole